C12(C=CC=C3OC4=CC=CC=C4C=C13)C=CC=C1OC3=CC=CC=C3C=C12 spirobixanthene